3'-FORMYL-4'-HYDROXY[1,1-BIPHENYL]-3-CARBOXYLIC ACID C(=O)C=1C=C(C=CC1O)C1=CC(=CC=C1)C(=O)O